2-Chloro-4-(4-fluoro-1H-indol-3-yl)-7H-pyrrolo[2,3-d]pyrimidine ClC=1N=C(C2=C(N1)NC=C2)C2=CNC1=CC=CC(=C21)F